C1C(CC2=CC=CC=C21)[C@@H](C(=O)O)N L-2-indanylglycine